COC1=CC=2N(C=C1)N=CC2C2CCN(CC2)C(=O)OCC=2N=COC2 oxazol-4-ylmethyl 4-(5-methoxypyrazolo[1,5-a]pyridin-3-yl)piperidine-1-carboxylate